2-[2-(1,3-dioxolan-2-yl)ethoxy]ethanol O1C(OCC1)CCOCCO